C[C@H]1[C@@H]([C@H]([C@H]([C@@H](O1)O[C@@H]2[C@H]([C@@H]([C@H](O[C@H]2OC3=C(C(=C4C(=C3)C(=O)C5=C(C4=O)C=CC(=C5)O)O)C)COC(=O)C)O)O)O)O)O The molecule is a disaccharide derivative that is 1,3,6-trihydroxy-2-methyl-9,10-anthraquinone attached to a (6'-O-acetyl)-alpha-L-rhamnopyranosyl-(1->2)-beta-D-glucopyranosyl residue at position 3 via a glycosidic linkage. It has been isolated from the roots of Rubia yunnanensis. It has a role as an antineoplastic agent and a plant metabolite. It is a dihydroxyanthraquinone, a disaccharide derivative and an acetate ester. It derives from a 1,3,6-trihydroxy-2-methyl-9,10-anthraquinone.